BrC=1C=C(C(=NC1)C=1SC=2N=C(SC2N1)N(C1CCNCC1)C)O 5-Bromo-2-{5-[methyl(piperidin-4-yl)amino][1,3]thiazolo[5,4-d][1,3]thiazol-2-yl}pyridin-3-ol